azetidin-3-yl 6-[6-[5-(6-methyl-2-pyridyl)-1H-imidazol-4-yl]-3-quinolyl]pyridine-3-carboxylate CC1=CC=CC(=N1)C1=C(N=CN1)C=1C=C2C=C(C=NC2=CC1)C1=CC=C(C=N1)C(=O)OC1CNC1